2-bromo-6-(2',7'-di-tert-butyl-9,9'-spirobi[9H-fluoren]-2-yl)pyridine BrC1=NC(=CC=C1)C1=CC=2C3(C4=CC=CC=C4C2C=C1)C1=CC(=CC=C1C=1C=CC(=CC13)C(C)(C)C)C(C)(C)C